6-chloro-7-fluoro-3-(1H-pyrazol-4-yl)-2-(5-(trifluoromethyl)-1H-1,2,4-triazol-3-yl)-1H-indole-5-carbonitrile ClC1=C(C=C2C(=C(NC2=C1F)C1=NNC(=N1)C(F)(F)F)C=1C=NNC1)C#N